O=C1NC(CCC1N1C(C2=CC=C(C=C2C1=O)N1CCC2(CC1)CCNCC2)=O)=O (2,6-dioxopiperidin-3-yl)-5-(3,9-diazaspiro[5.5]undec-3-yl)isoindoline-1,3-dione